N-[1-{4-[2-(aminomethyl)-4-fluorophenyl]thiophen-2-yl}ethyl]-6,7-dimethoxy-2-methylquinazolin-4-amine NCC1=C(C=CC(=C1)F)C=1C=C(SC1)C(C)NC1=NC(=NC2=CC(=C(C=C12)OC)OC)C